(2R)-2-{[(tert-butoxy)carbonyl]amino}-3,3-dimethylbutanoic acid C(C)(C)(C)OC(=O)N[C@@H](C(=O)O)C(C)(C)C